N-ethyl-N-[(2-methyl)allyl]-4-chlorobenzamide C(C)N(C(C1=CC=C(C=C1)Cl)=O)CC(=C)C